6-chloro-N-[2,4-difluoro-3-(2-{[1-(2-methoxyethyl)piperidin-4-yl]amino}quinazolin-6-yl)phenyl]-1-hydroxy-2,3-dihydro-1H-indene-4-sulfonamide ClC=1C=C(C=2CCC(C2C1)O)S(=O)(=O)NC1=C(C(=C(C=C1)F)C=1C=C2C=NC(=NC2=CC1)NC1CCN(CC1)CCOC)F